1,3-bis[2,6-bis(1-propylbutyl)phenyl]-4,5-dichloro-2H-imidazol-1-ium C(CC)C(CCC)C1=C(C(=CC=C1)C(CCC)CCC)[NH+]1CN(C(=C1Cl)Cl)C1=C(C=CC=C1C(CCC)CCC)C(CCC)CCC